propylbenzyl-dimethyl-ammonium chloride [Cl-].C(CC)[N+](C)(C)CC1=CC=CC=C1